(R)-1-chloro-3-(4-(2-(4-((R)-2-hydroxy-3-morpholinopropoxy)phenyl)propan-2-yl)phenoxy)propan-2-ol ClC[C@@H](COC1=CC=C(C=C1)C(C)(C)C1=CC=C(C=C1)OC[C@@H](CN1CCOCC1)O)O